1-(((5-(tert-butoxy)-5-oxopentanoyl)oxy)methyl)-5-(4-(hexyloxy)-1,2,5-thiadiazol-3-yl)-1-methyl-1,2,3,6-tetrahydropyridin-1-ium iodide [I-].C(C)(C)(C)OC(CCCC(=O)OC[N+]1(CCC=C(C1)C1=NSN=C1OCCCCCC)C)=O